FC1=CC=C(C=C1)C1NCCC2=CC(=CC=C12)C#N 1-(4-fluorophenyl)-1,2,3,4-tetrahydroisoquinoline-6-carbonitrile